NC1=CC=C(C=C1)N1CCC(CC1)CN1C[C@@H]2[C@H](C1)CC(C2)NC(OCC2=CC=CC=C2)=O benzyl ((3aR,5s,6aS)-2-((1-(4-aminophenyl)piperidin-4-yl)methyl)octahydrocyclopenta[c]pyrrol-5-yl)carbamate